CN(C(=O)C1CC12CCNCC2)C2=NC=CN=C2 N-methyl-N-(pyrazin-2-yl)-6-azaspiro[2.5]octane-1-carboxamide